2-ethyl-2-methylpropane-1,3-diyl dimethanesulfonate CS(=O)(=O)OCC(COS(=O)(=O)C)(C)CC